4-[(2-aminophenyl)(methyl)phosphoroso]-N-[(3S)-piperidin-3-yl]-5-(trifluoromethyl)pyrimidin-2-amine NC1=C(C=CC=C1)P(=O)(C1=NC(=NC=C1C(F)(F)F)N[C@@H]1CNCCC1)C